BrC1=CC=2N=CN=C(C2N=C1)NC=1C(=C(C=CC1)C1=CC=CC=C1)C 7-bromo-N-(2-methylbiphenyl-3-yl)pyrido[3,2-d]pyrimidin-4-amine